C(CC(CC(CCCCC)C1=C(C=CC=C1)O)C1=C(C=CC=C1)O)C1=C(C=CC=C1)O decane-1,3,5-trisyl-triphenol